3-endo-[8-(2-oxoethyl)-8-azabicyclo[3.2.1]oct-3-yl]-benzamide HCl salt Cl.O=CCN1C2CC(CC1CC2)C=2C=C(C(=O)N)C=CC2